4-[(2R)-3-(3,4-dihydro-1H-isoquinolin-2-yl)-2-hydroxy-propyl]-8-(2-methylmorpholin-4-carbonyl)-2,3-dihydro-1,4-benzoxazepin-5-one C1N(CCC2=CC=CC=C12)C[C@H](CN1CCOC2=C(C1=O)C=CC(=C2)C(=O)N2CC(OCC2)C)O